tert-butyl (2S,6R*)-2-(hydroxymethyl)-6-methyl-6-(2-methylpropoxy)-1,4-oxazepane-4-carboxylate OC[C@H]1OC[C@@](CN(C1)C(=O)OC(C)(C)C)(OCC(C)C)C |o1:5|